[N+](=O)([O-])C1=C(C(=O)O)C=CC(=C1)S(=O)(=O)C 2-NITRO-4-METHYLSULFONYL-BENZOIC ACID